N-(tert-butoxycarbonyl)-S-vinyl-cysteine methyl ester COC([C@@H](NC(=O)OC(C)(C)C)CSC=C)=O